4-fluoro-N-(4-fluoro-3-methylphenyl)-3-(3-methylureido)-2,3-dihydrobenzofuran-7-carboxamide FC1=CC=C(C2=C1C(CO2)NC(=O)NC)C(=O)NC2=CC(=C(C=C2)F)C